ClC=1C(=C(C=CC1F)[C@@H]1N(OCC1)C1=CC(=NC=N1)NC=1C(=CC(=C(C1)NC(C=C)=O)N1CCC(CC1)N1CCN(CC1)CC)OC)F N-(5-((6-((R)-3-(3-chloro-2,4-difluorophenyl)isoxazolidine-2-yl)pyrimidine-4-yl)amino)-2-(4-(4-ethylpiperazine-1-yl)piperidine-1-yl)-4-methoxyphenyl)acrylamide